ClC=1C(=NC=CC1C=1C(=C(C=CC1)NC(C1=NC=C(C=C1)CNCCO)=O)C)C1=CC(=C(C=C1)CNC[C@@H]1NC(CC1)=O)F (R)-N-(3-(3-chloro-2-(3-fluoro-4-((((5-oxopyrrolidin-2-yl)methyl)amino)methyl)phenyl)pyridin-4-yl)-2-methylphenyl)-5-(((2-hydroxyethyl)amino)methyl)picolinamide